FC1=CC=C2C[C@H](C(N(C2=C1CC1=C(C=CC=C1)C)C)=O)NC(=O)N ((3R)-7-fluoro-1-methyl-8-((2-methylphenyl)methyl)-2-oxo-1,2,3,4-tetrahydroquinolin-3-yl)urea